N-(4-((4-cyclohexylphenyl)amino)cyclohexyl)-5-oxopyrrolidine-3-carboxamide C1(CCCCC1)C1=CC=C(C=C1)NC1CCC(CC1)NC(=O)C1CNC(C1)=O